(4-Chloro-6-((3-fluorophenyl)amino)pyridin-2-yl)(isoindolin-2-yl)methanone ClC1=CC(=NC(=C1)NC1=CC(=CC=C1)F)C(=O)N1CC2=CC=CC=C2C1